CC1CC(C1)=CC(=O)OCC Ethyl 2-(3-Methylcyclobutylidene)acetate